cis-2-(perfluorophenyl)octahydropyrrolo[3,4-c]pyrrole FC1=C(C(=C(C(=C1F)F)F)F)N1C[C@@H]2CNC[C@@H]2C1